N-methyl-N-(pyridin-2-yl)-1-(4-(5-(trifluoromethyl)-1,2,4-oxadiazol-3-yl)phenyl)-1H-pyrazole-4-sulphonamide CN(S(=O)(=O)C=1C=NN(C1)C1=CC=C(C=C1)C1=NOC(=N1)C(F)(F)F)C1=NC=CC=C1